COC[C@H]1N(CCC1)C1=C(N=C(S1)C(F)(F)F)C(=O)OCC ethyl (S)-5-(2-(methoxymethyl)pyrrolidin-1-yl)-2-(trifluoromethyl)thiazole-4-carboxylate